3,4,5,6-tetrachloroaniline ClC=1C=C(N)C(=C(C1Cl)Cl)Cl